FC1=C(C=CC(=C1)F)C(F)(F)F 2,4-difluoro-1-(trifluoromethyl)benzene